C(#N)CC(=O)N1C[C@@H](CCC1)OC1=NC=C(C2=CC(=C(C=C12)OC(C)C)C(=O)N)C=1C=NN(C1)C1CCN(CC1)C (R)-1-((1-(2-cyanoacetyl)piperidin-3-yl)oxy)-7-isopropoxy-4-(1-(1-methylpiperidin-4-yl)-1H-pyrazol-4-yl)isoquinoline-6-carboxamide